COC1=CC=2C3=C(N(C2C(=C1)C)CC1=CC=C(C=C1)S(=O)(=O)N)C=CC=N3 4-((8-methoxy-6-methyl-5H-pyrido[3,2-b]indol-5-yl)methyl)benzenesulfonamide